[N+](=O)([O-])C1=C(C=CC(=C1)C(=O)OC)C1=CC=C(C=C1)C(=O)OC dimethyl 2-nitro-[1,1'-biphenyl]-4,4'-dicarboxylate